CC1C(CC12CCC2)N (racemic)-methyl-2-aminospiro[3.3]heptane